C(CCCCCCCCC(=O)OCCCCCCCC)(=O)OCCC(CCCCCCCCCCOC(CCCCCCC)=O)OC(=O)OCCCN(C)C 1-(3-(((3-(dimethylamino) propoxy) carbonyl) oxy)-13-(octanoyloxy) tridecyl) 10-octyl sebacate